O1CCCCC12CCOCC2 1,9-dioxaspiro[5.5]undecane